tert-Butyl 4-(2-{[4-(4-methylphenyl)piperidine-1-carbonyl]amino}-3-[(propan-2-yl)oxy]phenyl)piperidine-1-carboxylate CC1=CC=C(C=C1)C1CCN(CC1)C(=O)NC1=C(C=CC=C1OC(C)C)C1CCN(CC1)C(=O)OC(C)(C)C